C(CCC(=O)[O-])(=O)O[C@@H]1[C@]2(C)[C@@H](CC1)[C@@H]1CC=C3C[C@H](CC[C@]3(C)[C@H]1CC2)O 3β-Hydroxyandrost-5-en-17β-yl succinate